((3,4-dimethoxyphenyl)ethynyl)trimethylsilane COC=1C=C(C=CC1OC)C#C[Si](C)(C)C